tri(2-methylphenyl)ammonium trimethylborate COB(OC)OC.CC1=C(C=CC=C1)[NH+](C1=C(C=CC=C1)C)C1=C(C=CC=C1)C